N-methyl-1-[1-[5-[5-(trifluoromethyl)-1,2,4-oxadiazol-3-yl]-2-thienyl]ethyl]pyrazole-4-carboxamide CNC(=O)C=1C=NN(C1)C(C)C=1SC(=CC1)C1=NOC(=N1)C(F)(F)F